6-(pyrrolidin-1-yl)-1H-pyrazolo[3,4-d]pyrimidin-3-amine N1(CCCC1)C1=NC=C2C(=N1)NN=C2N